NC1=NC=CC=C1C1=NC=2C(=NC(=CC2)N2N=CC=C2)N1C=1C=C2CC[C@@H](C2=CC1)NC(C1=CN=C(C=C1)Cl)=O (S)-N-(5-(2-(2-aminopyridin-3-yl)-5-(1H-pyrazol-1-yl)-3H-imidazo[4,5-b]pyridin-3-yl)-2,3-dihydro-1H-inden-1-yl)-6-chloronicotinamide